N12C=CCNC2CCCC1 1,5-diazabicyclo[4.4.0]-decene